CN1C(N(C(C=2N(C=NC12)C)=O)C[C@H](C[C@H](CC(=O)OC)O)O)=O methyl (3R,5S)-6-(3,7-dimethyl-2,6-dioxo-2,3,6,7-tetrahydro-1H-purin-1-yl)-3,5-dihydroxyhexanoate